FC1=C(C(=CC=C1)F)N=NC1=C(N)C=CC=C1 2-[(2,6-difluorophenyl)diazenyl]aniline